CN1N=C(C=C1)NC1=NC=CC(=N1)[Sn](CCCC)(CCCC)CCCC N-(1-methyl-1H-pyrazol-3-yl)-4-(tributylstannyl)pyrimidin-2-amine